2-((4-isopropylbenzyl)amino)cyclopent-1-ene-1-carbonitrile C(C)(C)C1=CC=C(CNC2=C(CCC2)C#N)C=C1